2-((1-(4,4-difluorocyclohexyl)-4-oxo-4,5-dihydro-1H-pyrazolo[3,4-d]pyrimidine-6-yl)thio)-N-(5-(ethylthio)-1,3,4-thiadiazol-2-yl)acetamide FC1(CCC(CC1)N1N=CC2=C1N=C(NC2=O)SCC(=O)NC=2SC(=NN2)SCC)F